2-[4-(2-cyclobutylsulfanyl-3-pyridyl)-2,6-difluoro-phenoxy]acetonitrile C1(CCC1)SC1=NC=CC=C1C1=CC(=C(OCC#N)C(=C1)F)F